(1R,3S,5R)-2-(2-(3-acetyl-7-cyano-5-(2-methylpyrimidin-5-yl)-1H-indazol-1-yl)acetyl)-N-(6-bromo-3-methylpyridin-2-yl)-5-methyl-2-azabicyclo[3.1.0]hexane-3-carboxamide C(C)(=O)C1=NN(C2=C(C=C(C=C12)C=1C=NC(=NC1)C)C#N)CC(=O)N1[C@@H]2C[C@@]2(C[C@H]1C(=O)NC1=NC(=CC=C1C)Br)C